(S)-2-(2-methyl-4-(pyridin-2-yl)piperazin-1-yl)-5-nitropyrimidine C[C@@H]1N(CCN(C1)C1=NC=CC=C1)C1=NC=C(C=N1)[N+](=O)[O-]